Cl.NC/C(/CN1N=CN(C1=O)C=1SC=CN1)=C/F 2-[(2Z)-2-(aminomethyl)-3-fluoroprop-2-en-1-yl]-4-(1,3-thiazol-2-yl)-2,4-dihydro-3H-1,2,4-triazol-3-one hydrochloride